C(#N)C1(CN(C1)CC(F)(F)F)C(=O)NC=1C=CC(=NC1)C=1N=NN(C1NC(O[C@H](C)C=1C(=NC=C(C1)F)F)=O)C (R)-1-(2,5-difluoropyridin-3-yl)ethyl (4-(5-(3-cyano-1-(2,2,2-trifluoroethyl)azetidine-3-carboxamido) pyridin-2-yl)-1-methyl-1H-1,2,3-triazol-5-yl)carbamate